BrC=1C=C2C(=CNC2=CC1)C=1SC=C(N1)C(=O)N/N=C/C1=CC=C(C=C1)[N+](=O)[O-] (E)-2-(5-bromo-1H-indol-3-yl)-N'-(4-nitrophenylmethylene)thiazole-4-carbohydrazide